α-[3-(4-chloro-2-fluorophenyl)-5-(2,4-difluorophenyl)-4-isooxazolyl]-3-pyridinemethanol ClC1=CC(=C(C=C1)C1=NOC(=C1C(O)C=1C=NC=CC1)C1=C(C=C(C=C1)F)F)F